3-(dimethylamino)-4-methylbenzamide CN(C=1C=C(C(=O)N)C=CC1C)C